N-(3,4-dihydroxy-5-(4-chlorophenyl)-2-furanyl)succinimide OC1=C(OC(=C1O)C1=CC=C(C=C1)Cl)N1C(CCC1=O)=O